methyl 1-[(4-tert-butylphenyl)-[2-[(4,4-difluorocyclohexyl)amino]-1-(5-fluoro-3-pyridyl)-2-oxo-ethyl]carbamoyl]azetidine-2-carboxylate C(C)(C)(C)C1=CC=C(C=C1)N(C(=O)N1C(CC1)C(=O)OC)C(C(=O)NC1CCC(CC1)(F)F)C=1C=NC=C(C1)F